P1CCC(CC1)=O phosphacyclohexan-4-one